3-(5-(((1R,2S)-2-(benzyl(methyl)amino)cyclohexyl)(methyl)amino)-1-oxoisoindolin-2-yl)piperidine-2,6-dione C(C1=CC=CC=C1)N([C@@H]1[C@@H](CCCC1)N(C=1C=C2CN(C(C2=CC1)=O)C1C(NC(CC1)=O)=O)C)C